P(=O)(OC[C@@H]1O[C@H](CC1)N1C(NC(C=C1)=O)=O)(OCCCCO)O.[Mg] magnesium ((2R,3S,5R)-5-(2,4-dioxopyrimidin-1(2H)-yl)-tetrahydrofuran-2-yl)-methyl 4-hydroxybutyl hydrogen phosphate